N'-((1,2,3,5,6,7-hexahydro-s-indacen-4-yl)carbamoyl)-6-(2-hydroxypropan-2-yl)-pyridine-3-sulfonimidamide C1CCC2=C(C=3CCCC3C=C12)NC(=O)N=S(=O)(N)C=1C=NC(=CC1)C(C)(C)O